C(=O)N1CCC(CC1)NC1=C(C=C(C=C1)N(S(=O)(=O)CCC)CC1=CC=C(C=C1)F)C#N N-(4-((1-formylpiperidin-4-yl)amino)-3-cyanophenyl)-N-(4-fluorobenzyl)propanesulfonamide